diazo-meta-toluidine [N+](=[N-])=NC1=CC(=CC=C1)C